diethyl-octylphosphonic acid C(C)C(CCCCCCC)(P(O)(O)=O)CC